CC1=C(C(=O)O)C=C(C=N1)NC(=O)C=1C=NN2C1SC(=C2)C=2C=NN(C2)C methyl-5-(2-(1-methyl-1H-pyrazol-4-yl)pyrazolo[5,1-b]thiazole-7-carboxamido)-nicotinic acid